CCCCCCCC/C=C\\CCCCCCCC(=O)O[C@H](COP(=O)(OC[C@@H](OC(=O)CCCCCCC/C=C\\CCCCCCCC)CO)O)CO The molecule is a 1,1'-lysobisphosphatidic acid in which both acyl groups are specified as oleoyl. It derives from an oleic acid. It is a conjugate acid of a (S,S)-bis-(2-oleoylglycero)-1-phosphate(1-). It is an enantiomer of a (R,R)-bis(2-oleoylglycero)-3-phosphate.